FC=1C(=NC=CC1CC1C(OC2=CC(=CC=C2C1C)OC1=NC=CC=N1)=O)NS(=O)(=O)NC 3-[[3-fluoro-2-(methylaminosulfonylamino)-4-pyridyl]methyl]-4-methyl-7-pyrimidin-2-yloxychroman-2-one